C[Si]([N-][Si](C)(C)C)(C)C.C[Si]([N-][Si](C)(C)C)(C)C.[Sr+2].ClC1=C(C=C(C=C1)C#N)C=1C=C2C(=NN(C2=CC1)C(C1=CC=CC=C1)(C1=CC=CC=C1)C1=CC=CC=C1)NC(=O)C1CC(C1)NC1CC1 N-[5-(2-chloro-5-cyanophenyl)-1-trityl-1H-indazol-3-yl]-3-(cyclopropylamino)cyclobutanecarboxamide strontium bis(hexamethyldisilazide)